4-(cyclopentylmethyl)-2-(8-fluorodibenzo[b,d]furan-2-yl)pyridine C1(CCCC1)CC1=CC(=NC=C1)C1=CC2=C(OC3=C2C=C(C=C3)F)C=C1